C(C=C)(=O)N1C[C@@H]2COC3=C(C(N2CC1)=O)C(=NC(=C3Cl)C3=C(C=CC=C3O)F)N3CC(CC3(C)C)C(=O)O 1-((6aR)-8-acryloyl-4-chloro-3-(2-fluoro-6-hydroxyphenyl)-12-oxo-6,6a,7,8,9,10-hexahydro-12H-pyrazino[2,1-c]pyrido[3,4-f][1,4]oxazepin-1-yl)-5,5-dimethylpyrrolidine-3-carboxylic acid